Benzo[4,5]thieno[2,3-c][1,6]naphthyridin-6(5H)-one C1=C2C3=C(C(NC2=CC=N1)=O)SC1=C3C=CC=C1